1-methyl-4-(piperidin-4-yl)piperazine tert-butyl-N-((2-bromo-3,4,5,6-tetrafluorophenyl)sulfonyl)-N-((4-(trifluoromethyl)pyridin-3-yl)methyl)glycinate C(C)(C)(C)OC(CN(CC=1C=NC=CC1C(F)(F)F)S(=O)(=O)C1=C(C(=C(C(=C1F)F)F)F)Br)=O.CN1CCN(CC1)C1CCNCC1